OC1=C(C(=CC=C1)O[C@H]1O[C@@H]([C@@H]([C@@H]([C@@H]1O)O)O)CO)C(\C=C\C1=CC=C(C=C1)[N+](=O)[O-])=O (E)-1-[2-Hydroxy-6-[(2R,3S,4S,5R,6R)-3,4,5-trihydroxy-6-(hydroxymethyl)oxan-2-yl]oxyphenyl]-3-(4-nitrophenyl)prop-2-en-1-one